C[Si](N1CCN(CC1)[Si](C)(C)C)(C)C N,N'-bis(trimethylsilyl)piperazine